N,N'-Bis[(2-hydroxy-5-vinylphenyl)-methylen]-1,2-diamino-cyclohexan OC1=C(C=C(C=C1)C=C)C=NC1C(CCCC1)N=CC1=C(C=CC(=C1)C=C)O